3-chloro-4-(4-(4,4-difluoropiperidine-1-carbonyl)-2-(5-(2-hydroxypropan-2-yl)-1,3,4-oxadiazol-2-yl)thiazol-5-yl)-2-fluoro-N-(1,1,1-trifluoro-2-methylpropan-2-yl)benzenesulfonamide ClC=1C(=C(C=CC1C1=C(N=C(S1)C=1OC(=NN1)C(C)(C)O)C(=O)N1CCC(CC1)(F)F)S(=O)(=O)NC(C(F)(F)F)(C)C)F